triazolophenanthridin N1N=NC=2C=CC=3C=NC=4C=CC=CC4C3C21